tert-butyl ((S)-1-(3-bromo-2-chloro-5-(((S)-1-cyclopropylethyl)carbamoyl)pyridin-4-yl)-3-methylpyrrolidin-3-yl)carbamate BrC=1C(=NC=C(C1N1C[C@@](CC1)(C)NC(OC(C)(C)C)=O)C(N[C@@H](C)C1CC1)=O)Cl